(4R)-3-methylene-6-azaspiro[3.4]octane-6-carboxylate C=C1CC[C@]12CN(CC2)C(=O)[O-]